C(CCCCC)C1(CC1)C=1C=C(C=2[C@@H]3[C@@H](C(OC2C1)=C)CCC(=C3)CO)O (6As,10aS)-3-(1-hexylcyclopropyl)-9-(hydroxymethyl)-6-methylidene-6a,7,8,10a-tetrahydrobenzo[c]chromen-1-ol